(S)-4-(((S)-3-fluoro-2-methoxypropyl)(4-(5,6,7,8-tetrahydro-1,8-naphthyridin-2-yl)butyl)amino)-2-(2-(1-methylcyclohexyl)acetamido)butanoic acid FC[C@H](CN(CC[C@@H](C(=O)O)NC(CC1(CCCCC1)C)=O)CCCCC1=NC=2NCCCC2C=C1)OC